β-cyanoethyltrimethoxysilane C(#N)CC[Si](OC)(OC)OC